OCC1=NC2=CC=C(C=C2C(=C1)C=1C=C2CCNC(C2=CC1)=O)C(=O)N1CCOCC1 6-(2-(hydroxymethyl)-6-(morpholine-4-carbonyl)quinolin-4-yl)-3,4-dihydroisoquinolin-1(2H)-one